C(#N)CN1N=CC2=C(C=C(C=C12)C(F)(F)F)NC(OC(C)(C)C)=O tert-butyl (1-(cyanomethyl)-6-(trifluoromethyl)-1H-indazol-4-yl)carbamate